amylphenyl-3,5-di-tertiary butyl-4-hydroxybenzoate C(CCCC)C1=C(C(=C(C(=C1C(=O)[O-])C1=CC=CC=C1)C(C)(C)C)O)C(C)(C)C